CC1=NC=C(C(=C1O)CO)C(=O)O The molecule is a pyridinemonocarboxylic acid that is pyridine-3-carboxylic acid substituted by a hydroxy group at position 5, hydroxy methyl group at position 4 and a methyl group at position 6. It has a role as a human urinary metabolite. It is a monohydroxypyridine, a hydroxymethylpyridine, a member of methylpyridines and a pyridinemonocarboxylic acid. It derives from a nicotinic acid. It is a conjugate acid of a 5-pyridoxate.